CC1(CC(C1)NC=1N=CC2=C(N1)NC=C2C=2C=C1N=CC=NC1=CC2)C(=O)N2CCCC2 ((1s,3s)-1-methyl-3-((5-(quinoxalin-6-yl)-7H-pyrrolo[2,3-d]pyrimidin-2-yl)amino)cyclobutyl)(pyrrolidin-1-yl)methanone